N-(6-(5-chloro-6-fluoro-7-(isopropylamino)-1H-indazol-4-yl)imidazo[1,2-a]pyrazin-2-yl)-2,2,2-trifluoroacetamide ClC=1C(=C2C=NNC2=C(C1F)NC(C)C)C=1N=CC=2N(C1)C=C(N2)NC(C(F)(F)F)=O